OC(COC(=O)[C@@H]1CC[C@@H](CC1)C(=O)OCC(C)O)C cis-1,4-cyclohexanedicarboxylic acid bis(2-hydroxypropyl) ester